C(C1=CC=CC=C1)OC(=O)N1[C@H](CN(CC1)C(=O)OC(C)(C)C)C(=O)O (2R)-1-benzyloxycarbonyl-4-t-butoxycarbonyl-piperazine-2-carboxylic acid